N-(tert-butyl)-3-((2-((4-(4-((4-(2,4-dioxotetrahydropyrimidin-1(2H)-yl)benzyl)(methyl)amino)piperidin-1-yl)phenyl)amino)-5-methylpyrimidin-4-yl)amino)benzenesulfonamide C(C)(C)(C)NS(=O)(=O)C1=CC(=CC=C1)NC1=NC(=NC=C1C)NC1=CC=C(C=C1)N1CCC(CC1)N(C)CC1=CC=C(C=C1)N1C(NC(CC1)=O)=O